CN(C(=O)C1=C(C(=NC(=N1)N1CCOCC1)C1=CC(=CC=C1)C1=NN(C=C1)C)NC1=CC=NC=C1)C N,N-dimethyl-4-[3-(1-methylpyrazol-3-yl)phenyl]-2-morpholino-(4-pyridylamino)pyrimidine-6-carboxamide